ClC1=C(C=CC(=C1)F)NC1=C(C=NC2=CC(=C(C=C12)NC(=O)NC1CCN(CC1)CC)OCC)C#N 1-(4-((2-Chloro-4-fluorophenyl)amino)-3-cyano-7-ethoxyquinolin-6-yl)-3-(1-ethylpiperidin-4-yl)urea